N1=C(C=CC(=C1)C(=O)O)C(=O)O 2,5-pyridine-dicarboxylic acid